tert-butyl {2-[({[(2S,5R)-6-hydroxy-7-oxo-1,6-diazabicyclo[3.2.1]oct-2-yl]carbonyl}-amino)oxy]ethyl}methylcarbamate ON1[C@@H]2CC[C@H](N(C1=O)C2)C(=O)NOCCN(C(OC(C)(C)C)=O)C